(4-(3,4-dichloro-3-fluorophenyl)-1,3-thiazol-2-yl)guanidine ClC1(CC(=CC=C1Cl)C=1N=C(SC1)NC(=N)N)F